methyl-2-butyl acetate C(C)(=O)OC(CC)CC